2-bromo-1-(3-fluoro-4-methoxyphenyl)-4-methylpentan-1-one BrC(C(=O)C1=CC(=C(C=C1)OC)F)CC(C)C